N-(2-((3S,4R)-3-fluoro-4-(methoxy-d3)piperidin-1-yl)pyrimidin-4-yl)-5-isopropyl-7-(3-((methanesulfonyl)methyl)azetidin-1-yl)isoquinolin-3-amine F[C@H]1CN(CC[C@H]1OC([2H])([2H])[2H])C1=NC=CC(=N1)NC=1N=CC2=CC(=CC(=C2C1)C(C)C)N1CC(C1)CS(=O)(=O)C